FC(F)OC(F)F bis-(difluoromethyl) ether